FC1=C(C=CC=C1F)C1=CC=C(C(=N1)N1C(C[C@@H](C1)C)(C)C)C(=O)NS(=O)(=O)C=1C(NC=CC1)=O 6-(2,3-Difluorophenyl)-N-[(2-oxo-1H-pyridin-3-yl)sulfonyl]-2-[(4S)-2,2,4-trimethylpyrrolidin-1-yl]pyridin-3-carboxamid